[Ni].[Ti].[Al] aluminum-titanium nickel